2-(5,5-dimethyl-1,3,2-dioxaborolan-2-yl)-3-methyl-benzoic acid methyl ester COC(C1=C(C(=CC=C1)C)B1OC(CO1)(C)C)=O